ClC1=CC=C(C=C1)CCNC(=S)N(C)CCC1=CC(=C(C=C1)O)O 1-[2-(4-chlorophenyl)ethyl]-3-[2-(3,4-dihydroxyphenyl)ethyl]-3-methylthiourea